C(CCCCCCC\C=C/C\C=C/CCCCC)(=O)OCC(COC(CCCCC(OCC\C=C/CCCC)OCC\C=C/CCCC)=O)CO 3-((6,6-bis(((Z)-oct-3-en-1-yl)oxy)hexanoyl)oxy)-2-(hydroxymethyl)propyl (9Z,12Z)-octadeca-9,12-dienoate